N-(1-phenethyl-cyclopropane-1-carbonyl)-O-((1s,3s)-3-(2-(5,6,7,8-tetrahydro-1,8-naphthyridin-2-yl)ethyl)cyclobutyl)-L-homoserine C(CC1=CC=CC=C1)C1(CC1)C(=O)N[C@@H](CCOC1CC(C1)CCC1=NC=2NCCCC2C=C1)C(=O)O